(4-{2-[(1-Acetylazetidin-3-yl)amino]-5-fluoroquinazolin-6-yl}-3,5-difluoropyridin-2-yl)-5-chloro-2-methoxypyridine-3-sulfonamide C(C)(=O)N1CC(C1)NC1=NC2=CC=C(C(=C2C=N1)F)C1=C(C(=NC=C1F)C1=C(C(=NC=C1Cl)OC)S(=O)(=O)N)F